6-chloro-N-[5-(2,3-difluoropropyl)-4-methoxy-pyrimidin-2-yl]-1H-indole-3-sulfonamide ClC1=CC=C2C(=CNC2=C1)S(=O)(=O)NC1=NC=C(C(=N1)OC)CC(CF)F